CC12CC(CC(CC1)(O2)C)O 1,5-dimethyl-8-oxabicyclo[3.2.1]octan-3-ol